2-bromo-4,6-dimethyl-pyrazolo[1,5-a]pyrazine BrC1=NN2C(C(=NC(=C2)C)C)=C1